(R)-2-(4-cyano-2-methoxyphenoxy)-4-methyl-5-(1-methyl-1H-pyrazol-4-yl)-N-(3-(S-methylamino-sulfinyl)phenyl)nicotinamide C(#N)C1=CC(=C(OC2=C(C(=O)NC3=CC(=CC=C3)[S@@](=O)NC)C(=C(C=N2)C=2C=NN(C2)C)C)C=C1)OC